6-chloro-1'-(4'-oxo-1,3-dihydro-4'H-spiro[indene-2,5'-[1,3]oxazol]-2'-yl)-1H-spiro[furo[3,4-c]pyridine-3,4'-piperidin]-1-one ClC1=CC2=C(C=N1)C1(CCN(CC1)C=1OC3(C(N1)=O)CC1=CC=CC=C1C3)OC2=O